2-butyl-2H-pyrazolo[3,4-c]quinolin-4-amine C(CCC)N1N=C2C(=NC=3C=CC=CC3C2=C1)N